C(C)(C)NC(=O)C=1C=CC=2C(=CC3=C(N=NO3)C2C1)C1=CC=C(C=C1)C(F)(F)F N-isopropyl-5-[4-(trifluoromethyl)phenyl]benzo[e][1,2,3]benzoxadiazole-8-carboxamide